C(C)(C)NC(O[C@H]1C[C@H](CC1)C=1NN=C(C1)NC1=NC=CC(=C1)C#CC1=C(C(=CC=C1)O)C=O)=O (1R,3S)-3-[5-({4-[2-(2-formyl-3-hydroxyphenyl)ethynyl]pyridin-2-yl}amino)-2H-pyrazol-3-yl]cyclopentyl N-isopropylcarbamate